tert-butyl 4-(aminomethyl)-2-azabicyclo[2.1.1]hexane-2-carboxylate NCC12CN(C(C1)C2)C(=O)OC(C)(C)C